8-bromo-1-(1-(tert-butylsulfonyl)-1-azaspiro[4.4]nonan-3-yl)-6-chloro-1,2,3,4-tetrahydroquinoline BrC=1C=C(C=C2CCCN(C12)C1CN(C2(C1)CCCC2)S(=O)(=O)C(C)(C)C)Cl